benzyl (S)-2-(cyanomethyl)-4-(7-(2-cyclopropylphenyl)-8-fluoro-2-(((2R,7aS)-2-fluorotetrahydro-1H-pyrrolizin-7a(5H)-yl)methoxy)pyrido[4,3-d]pyrimidin-4-yl)piperazine-1-carboxylate C(#N)C[C@@H]1N(CCN(C1)C=1C2=C(N=C(N1)OC[C@]13CCCN3C[C@@H](C1)F)C(=C(N=C2)C2=C(C=CC=C2)C2CC2)F)C(=O)OCC2=CC=CC=C2